O=C1NC(CCC1C=1C=CC(=NC1)N1CCN(CC1)CC(=O)OC(C)(C)C)=O tert-butyl 2-(4-(5-(2,6-dioxopiperidin-3-yl)pyridin-2-yl)piperazin-1-yl)acetate